(R,E)-2-methyl-N-((2-(trifluoromethyl)pyrimidin-5-yl)methylene)propane-2-sulfinamide CC(C)(C)[S@@](=O)/N=C/C=1C=NC(=NC1)C(F)(F)F